4-(4-tolyloxy)biphenyl C1(=CC=C(C=C1)OC1=CC=C(C=C1)C1=CC=CC=C1)C